N,N-dimethyl-2-(4,4,5,5-tetramethyl-1,3,2-dioxaborolan-2-yl)aniline CN(C1=C(C=CC=C1)B1OC(C(O1)(C)C)(C)C)C